C1(CCCCC1)CCC1=CC=C(C=C1)C(F)(F)F 1-(2-cyclohexylethyl)-4-(trifluoromethyl)benzene